tert-butyl (2-(6-(benzo[c][1,2,5]oxadiazol-5-yl)picolinamido)ethyl)carbamate N=1ON=C2C1C=CC(=C2)C2=CC=CC(=N2)C(=O)NCCNC(OC(C)(C)C)=O